[Al](I)(I)I aluminum(III) iodide